ClC1=C(C=C(C=C1)F)[C@@H](CC)C1=CC(=NN1C)C (1R,2R)-1-(2-chloro-5-fluorophenyl)-1-(1,3-dimethyl-1H-pyrazol-5-yl)propan